C(O)(O)=O.N[C@@H](CCCNC(N)=N)C(=O)O arginine carbonate